5-cyclohexenecarbaldehyde C1(CCCC=C1)C=O